2-(6-{5-chloro-2-[(oxan-4-yl)amino]pyrimidin-4-yl}-1-oxo-2,3-dihydro-1H-isoindol-2-yl)-N-[(1-hydroxycyclohexyl)methyl]acetamide ClC=1C(=NC(=NC1)NC1CCOCC1)C1=CC=C2CN(C(C2=C1)=O)CC(=O)NCC1(CCCCC1)O